FC1=CC=C(C(=O)NCCNC2=NC(=NC(=C2)NC2=CC=C(C=C2)N2CCOCC2)S(=O)C)C=C1 4-fluoro-N-(2-(2-(methylsulfinyl)-6-(4-morpholinophenylamino)pyrimid-4-ylamino)ethyl)benzamide